C1(OCC12CCNCC2)C(=O)O 2-oxa-7-aza-spiro[3.5]nonanoic acid